CN1C(N(C2=C1C=C(C=C2)CC2CCC(CC2)=O)C2C(NC(CC2)=O)=O)=O 3-[3-methyl-2-oxo-5-[(4-oxocyclohexyl)methyl]benzimidazol-1-yl]piperidine-2,6-dione